CC=1C=C(C=C(C1)C)C1=NC=CC(=C1)\C=C/1\C(NC(S1)=O)=O (Z)-5-((2-(3,5-DIMETHYLPHENYL)pyridin-4-yl)methylene)thiazolidine-2,4-dione